ClC1=C(C(=CC=C1)Cl)COC=1C=NC(=NC1)N1N=C(N=C1)C(=O)N 1-{5-[(2,6-dichlorophenyl)methoxy]pyrimidin-2-yl}-1,2,4-triazole-3-carboxamide